C(N(CC(=O)[O-])CC(=O)O)CN(CC(=O)O)CC(=O)[O-].C(N(CC(=O)O)CC(=O)O)CN(CC(=O)O)CC(=O)O.[Ca+2] calcium edetate (edetate)